N,N',N''-benzene-1,3,5-triyltrisprop-2-enamide C1(=CC(=CC(=C1)NC(C=C)=O)NC(C=C)=O)NC(C=C)=O